1,3,5-tris(2-bromoethynyl)benzene BrC#CC1=CC(=CC(=C1)C#CBr)C#CBr